ClC1=CC=C2C=CN=C(C2=C1)NC 7-chloro-N-methyl-isoquinolin-1-amine